1-(((3S)-1-((3-cyano-1-azetidinyl)sulfonyl)-3-piperidinyl)carbonyl)-N-(2-methyl-3-(trifluoromethyl)benzyl)-D-prolinamide C(#N)C1CN(C1)S(=O)(=O)N1C[C@H](CCC1)C(=O)N1[C@H](CCC1)C(=O)NCC1=C(C(=CC=C1)C(F)(F)F)C